rel-(R)-6-(cyclopropanecarboxamido)-4-((2-(2-methoxyethyl)-4,5-dimethyl-4,5-dihydro-2H-[1,2,3]triazolo[4,5-c][1,7]naphthyridin-6-yl)amino)-N-(methyl-d3)pyridazine-3-carboxamide C1(CC1)C(=O)NC1=CC(=C(N=N1)C(=O)NC([2H])([2H])[2H])NC1=NC=CC=2C=3C([C@H](N(C12)C)C)=NN(N3)CCOC |o1:27|